(S)-N-(1-(4-(4-Chloro-3-(3-fluoropyrrolidin-1-yl)benzyl)piperazine-1-carbonyl)-1H-pyrazol-3-yl)methanesulfonamide ClC1=C(C=C(CN2CCN(CC2)C(=O)N2N=C(C=C2)NS(=O)(=O)C)C=C1)N1C[C@H](CC1)F